14-chloro-3-tetradecenyl heptoxymethyl ether C(CCCCCC)OCOCCC=CCCCCCCCCCCCl